4-hydroxy-2-methyl-6-(1-(tetrahydrofuran-3-yl)cyclopropyl)pyrido[4,3-d]pyrimidin-7(6H)-one OC=1C=2C(N=C(N1)C)=CC(N(C2)C2(CC2)C2COCC2)=O